BrC=1C=C(N(N1)CC(F)F)C(=O)OC methyl 5-bromo-2-(2,2-difluoroethyl)pyrazole-3-carboxylate